(3aR,4S,6R,6aR)-6-ethenyl-2,2-dimethyl-hexahydrocyclopenta[d][1,3]dioxol-4-yl trifluoromethanesulfonate FC(S(=O)(=O)O[C@H]1C[C@@H]([C@H]2OC(O[C@H]21)(C)C)C=C)(F)F